CS(=O)(=O)OC1COC2(CN(C2)C(=O)OC(C)(C)C)C1 tert-butyl 7-((methylsulfonyl)oxy)-5-oxa-2-azaspiro[3.4]octane-2-carboxylate